BrC1=CC=C(C=C1)C=1N=C(SC1)NC(=N)N (4-(4-bromophenyl)-1,3-thiazol-2-yl)guanidine